CN(CCCC(C(C)C)N1CC2(C1)CN(CC2)C2=C(N=NC=C2)OC2=C(C(=O)N(C(C)C)C(C)C)C=C(C=C2)F)C (-)-2-((4-(2-(6-(Dimethylamino)-2-methylhex-3-yl)-2,6-diazaspiro[3.4]oct-6-yl)pyridazin-3-yl)oxy)-5-fluoro-N,N-diisopropylbenzamide